The molecule is a pentacyclic triterpenoid that is olean-12-en-28-oic acid substituted by hydroxy groups at positions 2, 3 and 23 respectively (the 2alpha,3alpha-stereoisomer). It has been isolated from the leaves of Rosa laevigata. It has a role as a plant metabolite and an anti-inflammatory agent. It is a hydroxy monocarboxylic acid, a triol and a pentacyclic triterpenoid. It derives from a hydride of an oleanane. C[C@@]12CC[C@@H]3[C@@]([C@H]1CC=C4[C@]2(CC[C@@]5([C@H]4CC(CC5)(C)C)C(=O)O)C)(C[C@H]([C@H]([C@@]3(C)CO)O)O)C